3,9a-methanobenzo[c]oxepine C1OC2=CC=C3C1(C=CC=C3)C2